3-(2-(4-([1,1'-biphenyl]-4-yl)piperazin-1-yl)-2-oxoethyl)-5-chloro-1H-indole-2-carboxylic acid C1(=CC=C(C=C1)N1CCN(CC1)C(CC1=C(NC2=CC=C(C=C12)Cl)C(=O)O)=O)C1=CC=CC=C1